[4-(2-acryloyloxyethoxy)phenyl]fluorene C(C=C)(=O)OCCOC1=CC=C(C=C1)C1=CC=CC=2C3=CC=CC=C3CC12